CC1=NOC(=N1)N1CC2(CC(C2)N2CCC(CC2)(C#N)C2=CC=CC=C2)CC1 1-[6-(3-methyl-1,2,4-oxadiazol-5-yl)-6-azaspiro[3.4]oct-2-yl]-4-phenylpiperidine-4-carbonitrile